BrC1=NC2=C(C=C(C=C2C=N1)Br)OC 2,6-dibromo-8-methoxyquinazoline